2-(6-(((1R,3S,5S)-1,5-dimethyl-8-azabicyclo[3.2.1]oct-3-yl)oxy)pyridazin-3-yl)-5-(1H-pyrazol-4-yl)phenol C[C@]12CC(C[C@](CC1)(N2)C)OC2=CC=C(N=N2)C2=C(C=C(C=C2)C=2C=NNC2)O